N-(4-fluoro-2-vinylbenzyl)prop-2-en-1-amine FC1=CC(=C(CNCC=C)C=C1)C=C